(S)-(4-amino-7-(trifluoromethyl)chroman-4-yl)methanol N[C@]1(CCOC2=CC(=CC=C12)C(F)(F)F)CO